C(C)C1=C(C=CC(=C1)N1CCN(CC1)C)NC1=NC=C(C(=N1)NCCCN1C(OCCCC1)=O)C(F)(F)F 3-(3-((2-((2-ethyl-4-(4-methylpiperazin-1-yl)phenyl)amino)-5-(trifluoromethyl)pyrimidin-4-yl)amino)propyl)-1,3-oxazepan-2-one